tert-butyl 4-(1,3-benzoxazol-5-yl)piperidine-1-carboxylate O1C=NC2=C1C=CC(=C2)C2CCN(CC2)C(=O)OC(C)(C)C